tert-butyl (2S)-2-(hydroxy(2-(2-((methylsulfonyl)oxy)ethyl)-2H-indazol-3-yl)methyl)azetidine-1-carboxylate OC([C@H]1N(CC1)C(=O)OC(C)(C)C)C=1N(N=C2C=CC=CC12)CCOS(=O)(=O)C